1,1'-(5-oxido-10H-phenothiazine-2,10-diyl)bis(ethan-1-one) O=S1C=2C=CC(=CC2N(C2=CC=CC=C12)C(C)=O)C(C)=O